C1(=CC=CC=C1)CCCN=C=O 3-phenylpropyl isocyanate